3-((7-chloro-1-methyl-6-((4-(methylamino)pyrazolo[1,5-a]pyrazin-3-yl)oxy)-1H-imidazo[4,5-b]pyridin-2-yl)amino)-1-isopropyl-5-(trifluoromethyl)pyridin-2(1H)-one ClC1=C2C(=NC=C1OC=1C=NN3C1C(=NC=C3)NC)N=C(N2C)NC=2C(N(C=C(C2)C(F)(F)F)C(C)C)=O